ethyl 4-methyl-2-(5-(2-(3-methylazetidin-1-yl)ethyl)-2-oxo-4-(trifluoromethyl)pyridin-1(2H)-yl)pentanoate CC(CC(C(=O)OCC)N1C(C=C(C(=C1)CCN1CC(C1)C)C(F)(F)F)=O)C